C(C)(C)C1=NN(N=C1)CCC[Si](OCC)(OCC)OCC 4-isopropyl-2-[3-(triethoxysilyl)propyl]-1,2,3-triazole